4-bromo-N-cyclopropyl-2-(difluoromethoxy)-6-methoxy-benzamide BrC1=CC(=C(C(=O)NC2CC2)C(=C1)OC)OC(F)F